ON(C(=O)CC(C(=O)O)CCC(=O)O)CCCC1=CC=CC=C1 2-[[N-hydroxy(3-phenylpropyl)carbamoyl]methyl]pentanedioic acid